C1(CCC1)CNCC=1C=CC=2N(C1)C=C(N2)CN2N=NC(=C2)C2=C1C=NNC1=CC(=C2)C(=O)O 4-[1-[[6-[(cyclobutylmethylamino)methyl]imidazo[1,2-a]pyridin-2-yl]methyl]triazol-4-yl]-1H-indazole-6-carboxylic acid